2,4-dimethylthioanthraquinone CC1=CC=2C(C3=CC=CC=C3C(C2C(=C1)C)=O)=S